((3aS,4R,6S,6aS)-6-(4-aminopyrrolo[2,1-f][1,2,4]triazin-7-yl)-4-cyano-2,2-dimethyltetrahydrofuro[3,4-d][1,3]dioxol-4-yl)methyl (2-chlorophenyl) icosyl phosphate P(=O)(OC[C@]1(O[C@H]([C@@H]2OC(O[C@@H]21)(C)C)C2=CC=C1C(=NC=NN12)N)C#N)(OC1=C(C=CC=C1)Cl)OCCCCCCCCCCCCCCCCCCCC